C1(=CC=CC=C1)C=1C=CC2=C(N(C(N2)=O)C2CCNCC2)C1C(F)(F)F 6-phenyl-1-(piperidin-4-yl)-7-(trifluoromethyl)-1H-benzo[d]imidazol-2(3H)-one